(2S)-2-((8-[(3β)-cholest-5-en-3-yloxy]octyl)oxy)-N,N-dimethyl-3-[(9Z,12Z)-octadeca-9,12-dien-1-yloxy]propan-1-amine CC(C)CCC[C@@H](C)[C@H]1CC[C@H]2[C@@H]3CC=C4C[C@H](CC[C@]4(C)[C@H]3CC[C@]12C)OCCCCCCCCO[C@@H](CN(C)C)COCCCCCCCC\C=C/C\C=C/CCCCC